C(C)OC(=O)C=1C(=NC(=NC1SC)C1=CC=CC=C1)C 4-methyl-6-(methylthio)-2-phenylpyrimidine-5-carboxylic acid ethyl ester